(rac)-2'-[6-amino-5-(trifluoromethyl)pyridin-3-yl]-N-(propan-2-yl)-5',6'-dihydrospiro[pyrrolidine-3,4'-pyrrolo[1,2-b]pyrazole]-1-carboxamide NC1=C(C=C(C=N1)C=1C=C2N(N1)CC[C@]21CN(CC1)C(=O)NC(C)C)C(F)(F)F |r|